C(C)(=O)N[C@H]1C(O)O[C@@H]([C@@H]([C@@H]1O[C@H]1[C@H](O)[C@@H](O)[C@@H](O)[C@H](O1)CO)O)CO N-Acetyl-3-O-(β-D-galactopyranosyl)-D-galactosamine